O[C@H](/C=C/[C@H]1CC[C@H]2[C@@H]1CCC1=C(O2)C=C(C=C1)C(=O)O)CCCCC (1R,3aS,10aR)-1-[(1E,3S)-3-hydroxy-1-octen-1-yl]-2,3,3a,9,10,10a-hexahydro-1H-benzo[b]cyclopenta[f]oxepin-6-carboxylic acid